FC1=C(C=C2C(=NN(C2=C1)C1OCCCC1)CCO)OC 2-(6-fluoro-5-methoxy-1-(tetrahydro-2H-pyran-2-yl)-1H-indazol-3-yl)ethan-1-ol